tert-butyl ((6-cyclopropyl-3-fluoro-8-(3-methyl-2,4-dioxoimidazolidin-1-yl)imidazo[1,2-a]pyridin-2-yl)methyl)carbamate C1(CC1)C=1C=C(C=2N(C1)C(=C(N2)CNC(OC(C)(C)C)=O)F)N2C(N(C(C2)=O)C)=O